C(CCCCC=CCCCCC)(=O)[O-].[Zn+2].C(CCCCC=CCCCCC)(=O)[O-] zinc 6-dodecenate